The molecule is a monocyclic heteroarene that is furan in which the oxygen atom is replaced by a sulfur. It has a role as a non-polar solvent. It is a mancude organic heteromonocyclic parent, a member of thiophenes, a monocyclic heteroarene and a volatile organic compound. C1=CSC=C1